C(#N)C1=CN=C2N1C(=CC(=C2)C=2N=NN(C2C)C2CCN(CC2)C(=O)OC(C)(C)C)OC(C)C=2N(N=NC2)CC tert-Butyl 4-[4-[3-cyano-5-[1-(3-ethyltriazol-4-yl)ethoxy]imidazo[1,2-a]pyridin-7-yl]-5-methyl-triazol-1-yl]piperidine-1-carboxylate